2-((S)-4-(5-(8-chloronaphthalen-1-yl)-8-(((2S,4R)-4-fluoro-1-methylpyrrolidin-2-yl)methoxy)-3,4-dihydro-2H-pyrano[2,3-f]quinazolin-10-yl)piperazin-2-yl)acetonitrile ClC=1C=CC=C2C=CC=C(C12)C1=C2C(=C3C(=NC(=NC3=C1)OC[C@H]1N(C[C@@H](C1)F)C)N1C[C@@H](NCC1)CC#N)OCCC2